2-fluoro-4'-pentylbiphenylboronic acid FC1(C(=CC=CC1)C1=CC=C(C=C1)CCCCC)B(O)O